BrC1=CC=2C3=C(C=NC2C=C1F)NC(N3C3CC3)=O 8-bromo-1-cyclopropyl-7-fluoro-1H-imidazo[4,5-c]quinolin-2(3H)-one